8-(tert-butyl) 2-methyl rac-(1R,2S,3R,5R)-3-hydroxy-8-azabicyclo[3.2.1]octane-2,8-dicarboxylate O[C@H]1[C@H]([C@H]2CC[C@H](C1)N2C(=O)OC(C)(C)C)C(=O)OC |r|